N-((6-chloro-2,3,4,9-tetrahydro-1H-carbazol-3-yl)methyl)-4-(3-(piperazin-1-yl)propoxy)benzenesulfonamide ClC=1C=C2C=3CC(CCC3NC2=CC1)CNS(=O)(=O)C1=CC=C(C=C1)OCCCN1CCNCC1